N-((1s,3R)-3-benzylcyclobutyl)-N-methyl-6-oxo-7-oxa-5-azaspiro[3.4]octane-2-carboxamide C(C1=CC=CC=C1)C1CC(C1)N(C(=O)C1CC2(C1)NC(OC2)=O)C